C(C)N1C[C@@H](CCC1)NC=1N=NC(=C(C1)C)C1=CC=C2C(=CNC2=C1)F N-[(3R)-1-Ethyl-3-piperidyl]-6-(3-fluoro-1H-indol-6-yl)-5-methyl-pyridazin-3-amine